[1-[2-[2,5-bis[4-(dimethylamino)butanoylamino]pentanoylamino]ethoxycarbonyl]-4-[(2,2,2-trifluoroacetyl)ammonio]butyl]-(2,2,2-trifluoroacetyl)ammonium CN(CCCC(=O)NC(C(=O)NCCOC(=O)C(CCC[NH2+]C(C(F)(F)F)=O)[NH2+]C(C(F)(F)F)=O)CCCNC(CCCN(C)C)=O)C